potassium N-(1,1-dimethyl-2-hydroxyethyl)-aminoisobutyrate CC(CO)(C)NC(C(=O)[O-])(C)C.[K+]